(1-(5-(3-cyano-6-ethoxypyrazolo[1,5-a]pyridin-4-yl)pyridin-2-yl)-4-(hydroxymethyl)piperidin-4-yl)carbamic acid tert-butyl ester C(C)(C)(C)OC(NC1(CCN(CC1)C1=NC=C(C=C1)C=1C=2N(C=C(C1)OCC)N=CC2C#N)CO)=O